ACETAMIDE DI-TRIFLUOROACETATE FC(C(=O)O)(F)F.FC(C(=O)O)(F)F.C(C)(=O)N